COC(=O)C=1N(C2=C(C(=CC=C2C1CCC(=O)OC)Cl)C=1C(=NN(C1C)C)CO)C 6-chloro-7-[3-(hydroxymethyl)-1,5-dimethyl-pyrazol-4-yl]-3-(3-methoxy-3-oxo-propyl)-1-methyl-indole-2-carboxylic acid methyl ester